OC1(CN(CCC1)C1=NC(=NC=C1)C1=CN=C2N1C=C(C=C2)C(F)(F)F)C(=O)N 3-hydroxy-1-(2-(6-(trifluoromethyl)imidazo[1,2-a]pyridin-3-yl)pyrimidin-4-yl)piperidine-3-carboxamide